6-bromo-4-fluoro-3-methoxy-3,4-dihydroisoquinolin-1(2H)-one BrC=1C=C2C(C(NC(C2=CC1)=O)OC)F